N-[2-(azetidin-2-ylmethylamino)-2-oxo-ethyl]-4-[[3-[1-(2,2-difluoroethyl)-3-(trifluoromethyl)pyrazol-4-yl]imidazo[1,2-a]pyrazin-8-yl]amino]-2-ethyl-benzamide N1C(CC1)CNC(CNC(C1=C(C=C(C=C1)NC=1C=2N(C=CN1)C(=CN2)C=2C(=NN(C2)CC(F)F)C(F)(F)F)CC)=O)=O